Cl.N1(CCCCC1)C1=NSC(=N1)[C@@H](C)N (R)-1-(3-(piperidin-1-yl)-1,2,4-thiadiazol-5-yl)ethylamine hydrochloride